Cl.Cl.N1(CCNCC1)C=1C=C(C=CC1)C1=NC=CC(=C1)C1=CC=2C(NCCC2N1)=O 2-[2-(3-piperazin-1-ylphenyl)-4-pyridyl]-1,5,6,7-tetrahydropyrrolo[3,2-c]pyridin-4-one, dihydrochloride